C(=O)[C@H]1[C@@H](C1)C(=O)NC=1C=C2C(=CN1)N(C(=C2)C2=C(C=CC=C2)OC)C trans-2-formyl-N-(2-(2-methoxyphenyl)-1-methyl-1H-pyrrolo[2,3-c]pyridin-5-yl)cyclopropane-1-carboxamide